1-(14-azido-3,6,9,12-tetraoxatetradecyl)-1H-pyrrole-2,5-dione N(=[N+]=[N-])CCOCCOCCOCCOCCN1C(C=CC1=O)=O